N1CC(C1)N1N=CC(=C1)NC1=CC2=C(N(C=N2)C2=CC=C(C(=N2)N2N=C(C=C2C)C#N)C(C)O)C=C1 1-[6-[5-[[1-(Azetidin-3-yl)pyrazol-4-yl]amino]benzimidazol-1-yl]-3-(1-hydroxyethyl)-2-pyridyl]-5-methyl-pyrazole-3-carbonitrile